C(C)(C)N1C=NC(=C1)C(F)(F)F 1-isopropyl-4-(trifluoromethyl)imidazole